BrC1=C(N=C(S1)\C=C\C1=CC=CC=C1)C1=CC=C(C=C1)F (E)-5-bromo-4-(4-fluorophenyl)-2-styrylthiazole